(R)-3-(ethoxymethoxy)-4-(4-((1-methylpiperidin-3-yl)amino)phthalazin-1-yl)benzaldehyde C(C)OCOC=1C=C(C=O)C=CC1C1=NN=C(C2=CC=CC=C12)N[C@H]1CN(CCC1)C